FC=1C=C(C=C(C1F)C)C(=O)N1C[C@]2(CC1)C=C(C(C(C2)(C)C)=O)C#N (5R)-2-(3,4-difluoro-5-methylbenzene-1-carbonyl)-9,9-dimethyl-8-oxo-2-azaspiro[4.5]dec-6-ene-7-carbonitrile